ClC1=CC(=CC=2N=C(OC21)C=2C(=C(C=CC2)C2=C(C(=CC=C2)NC=2N=CC=C1C=C(C=NC21)CNCC(C)(C)O)C)C)CN2CCCCC2 (S)-1-((7-Chloro-2-(3'-((3-(((2-hydroxy-2-methylpropyl)-amino)methyl)-1,7-naphthyridin-8-yl)amino)-2,2'-dimethyl-[1,1'-biphenyl]-3-yl)benzo[d]oxazol-5-yl)methyl)piperidin